2-(gamma-aminopropyl)ethyltrimethoxysilane NCCCCC[Si](OC)(OC)OC